N-(2-Bromophenyl)-4-methylthiobenzamide BrC1=C(C=CC=C1)NC(C1=CC=C(C=C1)C)=S